C1(CCC1)N1N=C(C(=C1NC(=O)C1CC(C1)(F)F)C)C1CC(C1)(F)F N-(1-cyclobutyl-3-(3,3-difluorocyclobutyl)-4-methyl-1H-pyrazol-5-yl)-3,3-difluorocyclobutane-1-carboxamide